N-[(6-Amino-2-pyridyl)sulfonyl]-6-(1-cyclopentylethoxy)-5-fluoro-2-[(4S)-2,2,4-trimethylpyrrolidin-1-yl]pyridin-3-carboxamid NC1=CC=CC(=N1)S(=O)(=O)NC(=O)C=1C(=NC(=C(C1)F)OC(C)C1CCCC1)N1C(C[C@@H](C1)C)(C)C